tert-butyl (1R,2S)-2-[1-(tert-butoxycarbonyl)-3-{[5-(difluoromethoxy)-2-isopropylpyrimidin-4-yl]amino}indazol-6-yl]-5'-methoxy-2'-oxospiro[cyclopropane-1,3'-indole]-1'-carboxylate C(C)(C)(C)OC(=O)N1N=C(C2=CC=C(C=C12)[C@@H]1C[C@@]12C(N(C1=CC=C(C=C21)OC)C(=O)OC(C)(C)C)=O)NC2=NC(=NC=C2OC(F)F)C(C)C